7,8-difluoro-2-((5-(trifluoromethyl)pyridin-2-yl)methyl)naphthalen-1-ol FC1=CC=C2C=CC(=C(C2=C1F)O)CC1=NC=C(C=C1)C(F)(F)F